C(C)OC(CCC(=O)C1=NC2=CC(=CC=C2C(=C1O)C(F)(F)F)C1=CC(=CC(=C1)C)C)=O 4-[7-(3,5-Dimethyl-phenyl)-3-hydroxy-4-trifluoromethyl-quinolin-2-yl]-4-oxo-butyric acid ethyl ester